C(C)(C)(C)P(C(C)(C)C)[C-]1C=CC=C1.[C-]1(C=CC=C1)P(C(C)(C)C)C(C)(C)C.[Fe+2] bis(di-tert-butylphosphino)ferrocene